O=C1NCCCC1C(=O)OCC ethyl 2-oxopiperidine-3-carboxylate